(2,4,6-trifluorobenzyl)carbamate FC1=C(CNC([O-])=O)C(=CC(=C1)F)F